tert-butyl 4-(3-methoxy-6-oxo-5-(2-(trifluoromethyl)benzyl)-5,6-dihydropyrido[2,3-b]pyrazin-7-yl)piperidine-1-carboxylate COC1=CN=C2C(=N1)N(C(C(=C2)C2CCN(CC2)C(=O)OC(C)(C)C)=O)CC2=C(C=CC=C2)C(F)(F)F